1-[(2-pyrrolidin-1-yl-1,3-thiazol-5-yl)methyl]-4-(2,3,5-trifluorophenyl)pyrrolidin-2-one N1(CCCC1)C=1SC(=CN1)CN1C(CC(C1)C1=C(C(=CC(=C1)F)F)F)=O